2-[2-chloro-5-(trifluoromethyl)phenyl]-N-{5-sulfamoyl-2-(trifluoromethyl)-4-[4-(trifluoromethyl)-1H-pyrazole-1-yl]phenyl}acetamide ClC1=C(C=C(C=C1)C(F)(F)F)CC(=O)NC1=C(C=C(C(=C1)S(N)(=O)=O)N1N=CC(=C1)C(F)(F)F)C(F)(F)F